C(C)(=O)N1CCC(CC1)NC1=NC=C(C(=N1)C1=CCCN(C1)C(=O)OC(C)(C)C)Cl tert-butyl 5-(2-((1-acetylpiperidin-4-yl)amino)-5-chloropyrimidin-4-yl)-3,6-dihydropyridine-1(2H)-carboxylate